((S)-3-hydroxypiperidin-3-yl)-4-methylbenzamide O[C@]1(CNCCC1)C1=C(C(=O)N)C=CC(=C1)C